1-(5-(4-AMINO-1-CYCLOPROPYL-1H-PYRAZOLO[4,3-C]PYRIDIN-3-YL)-4-FLUOROINDOLIN-1-YL)-2-(2-FLUORO-5-(TRIFLUOROMETHYL)PHENYL)ETHAN-1-ONE NC1=NC=CC2=C1C(=NN2C2CC2)C=2C(=C1CCN(C1=CC2)C(CC2=C(C=CC(=C2)C(F)(F)F)F)=O)F